monopalmitoyl glyceryl ether C(C(O)CO)OC(CCCCCCCCCCCCCCC)=O